Ethyl-piperidin C(C)N1CCCCC1